FS(=O)(=O)NS(=O)(=O)F.C(CCC)[N+](CCCC)(CCCC)CCCC tetrabutylammonium bis(fluorosulfonyl)amine salt